Cl.FC1(C(CNCC1)C1=CC(=[N+](C=C1)[O-])CO)F 4-(4,4-difluoropiperidin-3-yl)-2-(hydroxymethyl)pyridine 1-oxide hydrochloride